NC1=CC(=C(C=C1)C1CN(CC1)C(=O)OC(C)(C)C)C tert-butyl 3-(4-amino-2-methylphenyl)pyrrolidine-1-carboxylate